C(#N)C1=CC=C2CN(C(C2=C1)=O)C=1C(=C(C=CC1)C1=C2C(=C(NC2=C(C(=C1)OCC1=CC=C(C=C1)OC)C(=O)N)C)C)C 4-(3-(6-cyano-1-oxoisoindolin-2-yl)-2-methylphenyl)-6-((4-methoxybenzyl)oxy)-2,3-dimethyl-1H-indole-7-carboxamide